ClC1=CC=C(C(=N1)C)N[C@H](C)C=1C=C(C=C2C(C(=C(OC12)C1=CC2=C(N=C(S2)C)C=C1)C)=O)C 8-[(1R)-1-[(6-Chloro-2-methyl-3-pyridyl)amino]ethyl]-3,6-dimethyl-2-(2-methyl-1,3-benzothiazol-6-yl)chromen-4-one